Manganese iminodisuccinate N(C(C(=O)[O-])CC(=O)[O-])C(C(=O)[O-])CC(=O)[O-].[Mn+4]